2-chloro-1-(3-(4-(trifluoromethyl)phenoxy)piperidin-1-yl)ethanone ClCC(=O)N1CC(CCC1)OC1=CC=C(C=C1)C(F)(F)F